CN(CCCCCCCCN(C(CCCCC)=O)CCCCCC(=O)OCC(CCCCCCCC)CCCCCC)CCCCCCCCN(C(CCCCC)=O)CCCCCC(=O)OCC(CCCCCCCC)CCCCCC Bis(2-Hexyldecyl) 6,6'-(((Methylazanediyl)Bis(Octane-8,1-Diyl))Bis(Hexanoylazanediyl))Dihexanoate